dichloro-1H-indol ClC=1N(C2=CC=CC=C2C1)Cl